3-(5,7-difluoro-6-iodo-4-oxo-1,4-dihydroquinolin-2-yl)-4-(methylsulfonyl)benzonitrile FC1=C2C(C=C(NC2=CC(=C1I)F)C=1C=C(C#N)C=CC1S(=O)(=O)C)=O